ClC=1C=C2C(=C(C=NC2=CC1)S(=O)(=O)N)O 6-chloro-4-hydroxy-quinoline-3-sulfonamide